(6-(2-((cis-3-aminocyclobutyl)amino)pyrrolo[2,1-f][1,2,4]triazin-5-yl)imidazo[1,2-a]pyridin-3-yl)(pyrrolidin-1-yl)methanone N[C@H]1C[C@H](C1)NC1=NN2C(C=N1)=C(C=C2)C=2C=CC=1N(C2)C(=CN1)C(=O)N1CCCC1